butyl-trimethyl-amine chloride [Cl-].C(CCC)CN(C)C